8-(4-(2-(dimethylamino)ethoxy)phenyl)-N-(6-morpholinylpyridin-3-yl)quinazolin-2-amine CN(CCOC1=CC=C(C=C1)C=1C=CC=C2C=NC(=NC12)NC=1C=NC(=CC1)N1CCOCC1)C